COC1=C(C=CC(=C1)OC)CNC=1N=CC2=C(N1)N(C(C(=C2)N2CCN(C1=C(C=CC=C21)C)C(=O)OCC2=CC=CC=C2)=O)C2=CC=C(C=C2)OCCN(C)C benzyl 4-[2-[(2,4-dimethoxyphenyl)methylamino]-8-[4-[2-(dimethylamino)ethoxy]phenyl]-7-oxo-pyrido[2,3-d]pyrimidin-6-yl]-8-methyl-2,3-dihydroquinoxaline-1-carboxylate